2-pyridinyloxyacetic acid N1=C(C=CC=C1)OCC(=O)O